C(C)(C)(C)OC(=O)N1C=CC2=CC=C(C=C12)CNC(=O)C1=CC=2N(N=C1)C=CN2 6-((imidazo[1,2-b]pyridazine-7-carboxamido)methyl)-1H-indole-1-carboxylic acid tert-butyl ester